(R)-2-(1-(2-(3-acetyl-5-(2-methylpyrimidin-5-yl)-1H-indazol-1-yl)acetyl)pyrrolidin-2-yl)acetic acid C(C)(=O)C1=NN(C2=CC=C(C=C12)C=1C=NC(=NC1)C)CC(=O)N1[C@H](CCC1)CC(=O)O